CC=1SC=C(C1NS(=O)(=O)C=1C=C(C=NC1OC)NC(=O)C=1N=C(SC1)C1=CC=CC=C1)C N-(5-(N-(2,4-dimethylthiophen-3-yl)sulfamoyl)-6-methoxypyridin-3-yl)-2-phenylthiazole-4-carboxamide